ClC1=C(C#N)C=C(C=C1)COC1=NC=C(C(=C1)O)C=1NC=C(C1)C(F)(F)F 2-chloro-5-(((4-hydroxy-5-(4-(trifluoromethyl)-1H-pyrrol-2-yl)pyridin-2-yl)oxy)methyl)benzonitrile